2-(3-cyano-phenyl)-N-{2-oxo-3-[phenyl-(4-piperidin-1-ylmethyl-phenylamino)-methylene]-2,3-dihydro-1H-indol-5-yl}-acetamide C(#N)C=1C=C(C=CC1)CC(=O)NC=1C=C2C(C(NC2=CC1)=O)=C(NC1=CC=C(C=C1)CN1CCCCC1)C1=CC=CC=C1